ClC1=C(C#N)C(=CC=C1)N1N=CC(=C1)C1=CN(C(C=C1C=1C=NC(=NC1)N1CCCC1)=O)C 2-chloro-6-(4-(1-methyl-6-oxo-4-(2-(pyrrolidin-1-yl)pyrimidin-5-yl)-1,6-dihydropyridin-3-yl)-1H-pyrazol-1-yl)benzonitrile